FC(C1CC(C1)(O)C1=CC=C2C=CC(=NC2=C1)C1=CC=2C(N=C1)=NN(C2)C)F cis-3-(difluoromethyl)-1-(2-(2-methyl-2H-pyrazolo[3,4-b]pyridin-5-yl)-7-quinolinyl)cyclobutanol